4-fluoro-N-(4-(N-(4-methoxyphenyl)sulfamoyl)phenyl)benzamide FC1=CC=C(C(=O)NC2=CC=C(C=C2)S(NC2=CC=C(C=C2)OC)(=O)=O)C=C1